C(#N)C=1C=NC=CC1[C@H]([C@H](C)C=1N(C(C(=C(N1)C(=O)NC=1C=NOC1)O)=O)C)C=1C=NN(C1)C 2-((1S,2S)-1-(3-cyanopyridin-4-yl)-1-(1-methyl-1H-pyrazol-4-yl)propan-2-yl)-5-hydroxy-N-(isoxazol-4-yl)-1-methyl-6-oxo-1,6-dihydropyrimidine-4-carboxamide